N1=CC(=CC=C1)CC1N2CCC(C1OC=1N=CC(=NC1)C=1C=C3C=CNC3=CC1)CC2 Trans-5-[5-[2-(3-pyridylmethyl)quinuclidin-3-yl]oxypyrazin-2-yl]-1H-indole